propanediol dioleate C(CCCCCCC\C=C/CCCCCCCC)(=O)OC(CC)OC(CCCCCCC\C=C/CCCCCCCC)=O